C(C)(=O)N1CCC(CC1)(C#N)C1=CC2=C(N=CN=C2N[C@H](C)C2=C(C(=CC=C2)C(F)F)F)N(C1=O)C 1-acetyl-4-(4-{[(1R)-1-[3-(difluoromethyl)-2-fluorophenyl]ethyl]amino}-8-methyl-7-oxo-7H,8H-pyrido[2,3-d]pyrimidin-6-yl)piperidine-4-carbonitrile